[B](F)F.C(#N)C1=CC=C(C=C1)C(CC(=O)C1=CC=CC=C1)=O 1-(4-cyanophenyl)-3-phenylpropane-1,3-dione boron difluoride